C(C)(C)(C)OC(N[C@H](CN1N=CC=N1)C)=O N-[(2S)-1-(2H-1,2,3-triazol-2-yl)propan-2-yl]carbamic acid tert-butyl ester